C1CC12CN(CC2)C(=O)O 5-azaspiro[2.4]heptane-5-carboxylic acid